tert-butyl (1R,2S,5R)-8-benzyl-2-(2-oxoethyl)-3,8-diazabicyclo[3.2.1]octane-3-carboxylate C(C1=CC=CC=C1)N1[C@H]2[C@@H](N(C[C@H]1CC2)C(=O)OC(C)(C)C)CC=O